FC=1C=CC(=C(C1)C(N1C(C2=CC(=CC=C2C1)C1=CC=C(C=C1)C1CCN(CC1)C)=O)C1=NN=C(N1)C)OCOC 2-[[5-fluoro-2-(methoxymethoxy)phenyl]-(5-methyl-4H-1,2,4-triazol-3-yl)methyl]-6-[4-(1-methyl-4-piperidinyl)phenyl]isoindolin-1-one